BrC=1C(=CC(=C(OC=2C(=NC(=NC2)N)N)C1)C1CC1)OC 5-(5-Bromo-2-cyclopropyl-4-methoxy-phenoxy)-pyrimidine-2,4-diamine